COC1=NC=C(C(=N1)OC)C1=CC(=C(N=N1)N(C)C)N1N=CC=C1 6-(2,4-dimethoxypyrimidin-5-yl)-N,N-dimethyl-4-(1H-pyrazol-1-yl)pyridazin-3-amine